NC=1N=C(C=2C(N1)=CN(N2)CC2=C(C=C(C=C2)N2CCN(CC2)C(CCCCOCCCCCCCCCCCCCCCCCC)=O)OC)NCCCC 1-(4-(4-((5-amino-7-(butylamino)-2H-pyrazolo[4,3-d]pyrimidin-2-yl)methyl)-3-methoxyphenyl)piperazin-1-yl)-5-(octadecyloxy)pentan-1-one